C(CCC)OC(=O)COC(=O)C1C2C=CC(C1)C2 5-(n-butoxycarbonylmethyloxycarbonyl)-bicyclo[2.2.1]Hept-2-ene